CN(C1=C(C(=NC=2N1N=CN2)C)CC2=CC=C(C=C2)S(=O)(=O)N)C 4-((7-(dimethylamino)-5-methyl-[1,2,4]triazolo[1,5-a]pyrimidin-6-yl)methyl)benzenesulfonamide